C(C)NC(NC=1N=NN(C1)CN1CCN(CC1)C=1C=CC(=NC1C)C(=O)NC)=O 5-(4-((4-(3-ethylureido)-1H-1,2,3-triazol-1-yl)methyl)piperazin-1-yl)-N,6-dimethylpicolinamide